C1(CC1)NC(CCCC=1N=C(N(C1)C1=CC=CC=C1)NC(C1=CC(=CC=C1)C=1C=NNC1)=O)=O N-(4-(4-(cyclopropylamino)-4-oxobutyl)-1-phenyl-1H-imidazol-2-yl)-3-(1H-pyrazol-4-yl)benzamide